3-[5,7-Difluoro-2-(4-fluorophenyl)-1H-indol-3-yl]-N-[(1R)-2-hydroxy-1-methyl-ethyl]cyclopentanecarboxamide FC=1C=C2C(=C(NC2=C(C1)F)C1=CC=C(C=C1)F)C1CC(CC1)C(=O)N[C@@H](CO)C